C(C)(C)(C)[C@]1(N(CCC1)C(=O)[O-])C=1C=C(C=C2CCN(CC12)C(=O)C1=NN(C=C1C)C1CC1)Cl.C(=O)(O)C1=CC=C(C=C1)C1=C2C=CC(C(=C3C=CC(=C(C=4C=CC(=C(C5=CC=C1N5)C5=CC=C(C=C5)C(=O)O)N4)C4=CC=C(C=C4)C(=O)O)N3)C3=CC=C(C=C3)C(=O)O)=N2.[Co+2].C(C)(C)(C)[C@]2(N(CCC2)C(=O)[O-])C=2C=C(C=C3CCN(CC23)C(=O)C2=NN(C=C2C)C2CC2)Cl cobalt tetra(4-carboxyphenyl)porphyrin tert-butyl-(S)-2-[6-chloro-2-(1-cyclopropyl-4-methyl-1H-pyrazole-3-carbonyl)-1,2,3,4-tetrahydroisoquinolin-8-yl]pyrrolidine-1-carboxylate